S-(3-((tert-butyldiphenylsilyl)oxy)-2-(pyridin-2-yl)propyl) ethanethioate C(C)(SCC(CO[Si](C1=CC=CC=C1)(C1=CC=CC=C1)C(C)(C)C)C1=NC=CC=C1)=O